(R)-1-(5-chloro-3-fluoro-pyridin-2-yl)-4-(4-chloro-benzyl)-3-((1s,3S)-3-hydroxycyclobutyl)-piperazine-2,5-dione ClC=1C=C(C(=NC1)N1C([C@H](N(C(C1)=O)CC1=CC=C(C=C1)Cl)C1CC(C1)O)=O)F